cyano-2-(2-cyanoisoindolin-4-yl)-4-methylbenzamide C(#N)C=1C(=C(C(=O)N)C=CC1C)C1=C2CN(CC2=CC=C1)C#N